1,1-bis(4-chlorophenyl)homoallylamine ClC1=CC=C(C=C1)C(CC=C)(C1=CC=C(C=C1)Cl)N